C(C)(C)(C)OC(=O)N1C[C@@H]([C@H](CC1)NC1=C(C=C(C=C1)Cl)C)C (3s,4s)-4-(4-chloro-2-methyl-anilino)-3-methyl-piperidine-1-carboxylic acid tert-butyl ester